trans-N-Boc-1,4-cyclohexanediamine CC(C)(C)OC(=O)NC1CCC(CC1)N